ethyl 4-benzyloxy-2-(4-tert-butyl-2-methyl-phenyl)-6-fluoro-quinoline-3-carboxylate C(C1=CC=CC=C1)OC1=C(C(=NC2=CC=C(C=C12)F)C1=C(C=C(C=C1)C(C)(C)C)C)C(=O)OCC